O=C1NC(CCC1N1C(C2=CC=C(C=C2C1=O)NC(C(=O)O)CCCC)=O)=O ((2-(2,6-Dioxopiperidin-3-yl)-1,3-dioxoisoindolin-5-yl)amino)hexanoic acid